N-(2-bromo-3-iodopyridin-4-yl)-3,3,3-trifluoro-N-(4-methoxybenzyl)-2-methylpropanamide BrC1=NC=CC(=C1I)N(C(C(C(F)(F)F)C)=O)CC1=CC=C(C=C1)OC